N-[1-[3-(5-cyano-2-pyridyl)pyrazin-2-yl]ethyl]-3-(2,2,2-trifluoroethoxy)-5-(trifluoromethyl)benzamide C(#N)C=1C=CC(=NC1)C=1C(=NC=CN1)C(C)NC(C1=CC(=CC(=C1)C(F)(F)F)OCC(F)(F)F)=O